(2S)-1-(4-(4-((2S,5R)-4-acryloyl-2,5-dimethylpiperazin-1-yl)-2-((1-methyl-1H-Pyrazol-4-yl)amino)pyrimidin-5-yl)cyclohex-3-ene-1-carbonyl)pyrrolidine-2-carbonitrile C(C=C)(=O)N1C[C@@H](N(C[C@H]1C)C1=NC(=NC=C1C1=CCC(CC1)C(=O)N1[C@@H](CCC1)C#N)NC=1C=NN(C1)C)C